C(C1=CC=CC=C1)C=1C=NC(=NC1)N1CC(C1)N 1-(5-benzylpyrimidin-2-yl)azetidin-3-amine